[Na].OC(CC(=O)O)CC(C=C)O 3,5-dihydroxy-6-heptenoic acid sodium